tert-butyl 4-((2R,5S)-5-(4-chlorobenzyl)-2-(1,1-difluoroethyl)morpholino)-piperidine-1-carboxylate ClC1=CC=C(C[C@@H]2N(C[C@@H](OC2)C(C)(F)F)C2CCN(CC2)C(=O)OC(C)(C)C)C=C1